BrC=1C(=NC(=NC1)SC)C(=O)NC1=CC=CC=C1 5-bromo-2-(methylsulfanyl)-N-phenylpyrimidine-4-carboxamide